5-(5-fluoro-2-(trifluoromethyl)pyridin-3-yl)isoindoline trifluoroacetic Acid Salt FC(C(=O)O)(F)F.FC=1C=C(C(=NC1)C(F)(F)F)C=1C=C2CNCC2=CC1